4-amino-3-[6-(5-fluoro-2-propoxyphenyl)pyridine-3-ylazo]naphthalene NC1=C(C=CC2=CC=CC=C12)N=NC=1C=NC(=CC1)C1=C(C=CC(=C1)F)OCCC